C(C)(=O)N1N(C2C(C1)NCC2(F)F)CCC(C(=O)OC(C)(C)C)(C)C tert-butyl 4-(2-acetyl-6,6-difluorohexahydropyrrolo[3,2-c]pyrazol-1(2H)-yl)-2,2-dimethylbutyrate